C(C)OC(C(C(=O)OC(C)(C)C)(C)C)C=O tert-butyl 3-ethoxy-2,2-dimethyl-4-oxobutanoate